C(C)(C)[Te]C(C)C di-isopropyl telluride